(8-((2-cyclopropyl-5-ethoxy-4'-fluoro-[1,1'-biphenyl]-4-yl)methyl)-2-oxo-1-oxa-3,8-diazaspiro[4.5]decan-3-yl)benzenesulfinic acid, ammonium salt [NH4+].C1(CC1)C1=C(C=C(C(=C1)CN1CCC2(CN(C(O2)=O)C2=C(C=CC=C2)S(=O)[O-])CC1)OCC)C1=CC=C(C=C1)F